2-chloro-6-(4-(1'-methyl-6-(methylamino)-6'-oxo-1',6'-dihydro-[3,4'-bipyridin]-3'-yl)-1H-pyrazol-1-yl)benzonitrile ClC1=C(C#N)C(=CC=C1)N1N=CC(=C1)C1=CN(C(C=C1C=1C=NC(=CC1)NC)=O)C